CN(C)C[C@@H]1COCC[C@H]1C=1C(=C(C=CC1)O)C |o1:4,9| 3-[(3R*,4R*)-3-(dimethylaminomethyl)tetrahydropyran-4-yl]-2-methylphenol